C(N)(=O)C1=NN(C(=C1)C=1OC=CC1)C=1C=C(CNC([O-])=O)C=CC1 3-(3-carbamoyl-5-(furan-2-yl)-1H-pyrazol-1-yl)benzylcarbamate